3-((1R,3R)-1-(3-bromo-5-(trifluoromethyl)phenyl)-3-methylcyclobutyl)-4-methyl-4H-1,2,4-triazole BrC=1C=C(C=C(C1)C(F)(F)F)C1(CC(C1)C)C1=NN=CN1C